methyl 7-chloro-5-(7-(difluoromethyl)-6-(1-methyl-1H-pyrazol-4-yl)-3,4-dihydroquinolin-1(2H)-yl)-1-((2-(trimethylsilyl) ethoxy) methyl)-1H-indole-3-carboxylate ClC=1C=C(C=C2C(=CN(C12)COCC[Si](C)(C)C)C(=O)OC)N1CCCC2=CC(=C(C=C12)C(F)F)C=1C=NN(C1)C